BrC=1C=CC(=NC1)CCO 2-(5-Bromopyridin-2-yl)ethan-1-ol